ClC=1C(=C(C=CC1F)[C@@H]1[C@@H](O[C@@](C1)(C(F)(F)F)C)C(=O)NC1=CC(=NC=C1)C(=O)NC)OC (2R,3R,4R,5S)-4-[[3-(3-Chloro-4-fluoro-2-methoxy-phenyl)-5-methyl-5-(trifluoromethyl)tetrahydrofuran-2-carbonyl]amino]-N-methyl-pyridin-2-carboxamide